C(C)(C)(C)NS(=O)(=O)C=1C=C(C=CC1)NC(C1=CC(=CC=C1)NC1=NC=C(C(=N1)NC1=CC(=CC=C1)S(NC(C)(C)C)(=O)=O)C)=O N-(3-(N-(tert-butyl)sulfamoyl)phenyl)-3-((4-((3-(N-(tert-butyl)sulfamoyl)phenyl)amino)-5-methylpyrimidin-2-yl)amino)benzamide